3,6-dichloro-5-methyl-1,2-diazine-4-carbonitrile ClC=1N=NC(=C(C1C#N)C)Cl